cyclopentanecarboxylate C1(CCCC1)C(=O)[O-]